CC=1C(=C(N2N=C(NC(C21)=O)C2=C(C=CC(=C2)S(=O)(=O)N2CCN(CC2)C)OCCC)CCC)C=O 5-Methyl-2-(5-((4-methylpiperazin-1-yl)sulfonyl)-2-propoxyphenyl)-4-oxo-7-propyl-3,4-dihydropyrrolo[2,1-f][1,2,4]triazin-6-carbaldehyd